FC1=C(C(=C(C(=C1F)CN1CCNCCCNCCNCCC1)F)F)CN1CCNCCCNCCNCCC1 1,1'-[2,3,5,6-tetra-fluoro-1,4-phenylenebis(methylene)]bis-1,4,8,11-tetraazacyclotetradecane